3-[(3-chlorophenyl)methyl]-6-({2-[(1-methylpyrazol-4-yl)amino]-4-pyridyl}oxy)quinazolin-4-one ClC=1C=C(C=CC1)CN1C=NC2=CC=C(C=C2C1=O)OC1=CC(=NC=C1)NC=1C=NN(C1)C